4-((2-chlorophenyl)amino)-2-(trifluoromethyl)pyrimidine-5-carboxylic acid ClC1=C(C=CC=C1)NC1=NC(=NC=C1C(=O)O)C(F)(F)F